ortho-methyl-benzaldehyde CC1=C(C=O)C=CC=C1